(3Z)-1-iodo-13,13-dimethoxy-3-tridecene ICC\C=C/CCCCCCCCC(OC)OC